5-(methyl(phenyl)amino)-[1,2,4]triazolo[4,3-a]quinazoline-7-carboxamide CN(C1=NC=2N(C3=CC=C(C=C13)C(=O)N)C=NN2)C2=CC=CC=C2